N1C(=O)NC(=O)C(=C1)OCC(=O)O uracil-5-oxyAcetic acid